5-chloro-6-cyano-2-((2-ethyl-4-fluorophenyl)-amino)-N-(6-methoxy-2-methylpyridin-3-yl)nicotinamide ClC=1C(=NC(=C(C(=O)NC=2C(=NC(=CC2)OC)C)C1)NC1=C(C=C(C=C1)F)CC)C#N